COC1(OC2=CC=CC=C2C(C1)=O)C1=CC=CC=C1 2-methoxyflavone